phenyl (3-chloro-4-methyl-5-((1-methylpyrrolidin-3-yl) methoxy)phenyl)carbamate ClC=1C=C(C=C(C1C)OCC1CN(CC1)C)NC(OC1=CC=CC=C1)=O